6-methyl-4-phenyl-2,3-dihydropyridazin-3-one CC=1C=C(C(NN1)=O)C1=CC=CC=C1